ClC1=NN(C=C1C1=C(C#N)C=CC(=N1)NC=1N=CC2=C(C=CC(=C2C1)C(C)C)N[C@@H]([C@H](C)CS(=O)(=O)C)C)C 2-(3-chloro-1-methyl-1H-pyrazol-4-yl)-6-((5-isopropyl-8-((2R,3S)-2-methyl-3-((methanesulfonyl)methyl)azabut-1-yl)isoquinolin-3-yl)amino)nicotinonitrile